FC1=C(C=C(C=C1)C(NC)=O)B(O)O 2-FLUORO-5-(METHYLCARBAMOYL)BENZENEBORONIC ACID